C(CCC)[Sn](CCCC)(CCCC)COC1C(CCCC1)N 2-((tributylstannyl)methoxy)cyclohexan-1-amine